Pentaethylene glycol dipropyl ether C(CC)OCCOCCOCCOCCOCCOCCC